N[C@H](C(=O)N1[C@@H]([C@H]2C([C@H]2C1)(C)C)C(=O)N[C@@H](C[C@H]1C(NCC1)=O)C#N)C (1R,2S,5S)-3-[(2S)-2-aminopropanoyl]-N-[(1S)-1-cyano-2-[(3S)-2-oxopyrrolidin-3-yl]ethyl]-6,6-dimethyl-3-azabicyclo[3.1.0]hexane-2-carboxamide